FC(C(CNC(OC(C)(C)C)=O)O)F tert-butyl N-(3,3-difluoro-2-hydroxy-propyl)carbamate